(R)-2-methyl-N-(1-(1-methyl-1H-pyrazol-3-yl)ethyl)propane-2-sulfonamide CC(C)(C)S(=O)(=O)N[C@H](C)C1=NN(C=C1)C